N-(3'-(2-aminopyrimidin-4-yl)-4'-hydroxy-2-methyl-[1,1'-biphenyl]-4-yl)-N-(4-fluorophenyl)cyclopropane-1,1-dicarboxamide NC1=NC=CC(=N1)C=1C=C(C=CC1O)C1=C(C=C(C=C1)N(C(=O)C1(CC1)C(=O)N)C1=CC=C(C=C1)F)C